FC1=C(C(=C(C=C1OC)OC)F)N1CC2=CN=C(C=C2C2(C1=O)CC2)C=2C=NC=C(C2)F 2'-(2,6-difluoro-3,5-dimethoxyphenyl)-6'-(5-fluoropyridin-3-yl)-1'h-spiro[cyclopropane-1,4'-[2,7]naphthyridine]-3'(2'h)-one